3'-O-allenyl-thymidine triphosphate P(O)(=O)(OP(=O)(O)OP(=O)(O)O)OC[C@@H]1[C@H](C[C@@H](O1)N1C(=O)NC(=O)C(C)=C1)OC=C=C